(1s,4s)-4-(2-iodo-6-methylphenyl)cyclohexan-1-ol IC1=C(C(=CC=C1)C)C1CCC(CC1)O